FC1=C(C=C2C=CC=NC2=C1)S(=O)(=O)N1CCC2(CCC(C2)N2CCOCC2)CC1 4-(8-((7-fluoroquinolin-6-yl)sulfonyl)-8-azaspiro[4.5]decan-2-yl)morpholine